BrC1=C(C(=CC=C1)Cl)NC(=O)C=1C(=NC(=NC1)Cl)Cl N-(2-bromo-6-chlorophenyl)-2,4-dichloropyrimidine-5-carboxamide